ClC=1C=C(C=C(C1)Cl)C=1N=CC=C2C(=C(C=NC12)C(=O)N[C@H]1CCOC2=CC(=CC=C12)F)N(C)C 8-(3,5-dichlorophenyl)-4-(dimethylamino)-N-[(4S)-7-fluorochroman-4-yl]-1,7-naphthyridine-3-carboxamide